ClC1=C(C=C(OCC(=O)NC2C3CCC(C2)N3C#N)C=C1)C(F)(F)F 2-(4-chloro-3-(trifluoromethyl)phenoxy)-N-((endo)-7-cyano-7-azabicyclo[2.2.1]heptan-2-yl)acetamide